1-(3-Ethyl-5-fluoropyridin-4-yl)-7-methoxy-3-methyl-8-(1-methyl-1H-pyrazol-4-yl)-1,3-dihydroimidazo[4,5-c]quinolin-2-one C(C)C=1C=NC=C(C1N1C(N(C=2C=NC=3C=C(C(=CC3C21)C=2C=NN(C2)C)OC)C)=O)F